2-(dibutylphosphino)ferrocene C(CCC)P(C=1[CH-]C=CC1)CCCC.[CH-]1C=CC=C1.[Fe+2]